BrC=1C=C(OC2=CC(=C(CNC(=O)C3=NC=NS3)C=C2F)F)C=C(C1)C(F)(F)F N-(4-(3-bromo-5-(trifluoromethyl)phenoxy)-2,5-difluorobenzyl)-1,2,4-thiadiazole-5-carboxamide